N-{(2S,3R)-2-[(3',5'-difluoro[1,1'-biphenyl]-3-yl)methyl]-4,4-difluoro-1-[(2R)-oxolane-2-carbonyl]pyrrolidin-3-yl}methanesulfonamide FC=1C=C(C=C(C1)F)C1=CC(=CC=C1)C[C@@H]1N(CC([C@@H]1NS(=O)(=O)C)(F)F)C(=O)[C@@H]1OCCC1